2-((4-iodophenyl)((4-(N-(oxazol-2-yl)sulfamoyl)phenyl)amino)methyl)malonic acid diethyl ester C(C)OC(C(C(=O)OCC)C(NC1=CC=C(C=C1)S(NC=1OC=CN1)(=O)=O)C1=CC=C(C=C1)I)=O